1-((3R,4S)-3-Fluoro-4-((6-fluoro-5-(1-(2-fluoroethyl)-1H-benzo[d][1,2,3]triazol-6-yl)-4-methoxypyrrolo[2,1-f][1,2,4]triazin-2-yl)amino)piperidin-1-yl)ethan-1-one F[C@@H]1CN(CC[C@@H]1NC1=NN2C(C(=N1)OC)=C(C(=C2)F)C=2C=CC1=C(N(N=N1)CCF)C2)C(C)=O